2,2-dimethyl-1-(triethylsiloxycarbonyl)methyl-1-aza-2-silacyclopentane C[Si]1(N(CCC1)CC(=O)O[Si](CC)(CC)CC)C